[Co].IC=1C=C(C(=NC1C=1OC=C(N1)C1=CC=CC=C1)C=1OC=C(N1)C1=CC=CC=C1)I diiodo[2,6-bis[4-(R)-phenyl-2-oxazolyl]pyridine] cobalt